CC1(CCC(CC1)N1C(=CC(C2=CC(=C(C=C12)CCNC(OC(C)(C)C)=O)F)=C=O)C)C tert-butyl N-{2-[1-(4,4-dimethylcyclohexyl)-6-fluoro-2-methyl-4-carbonyl-1,4-dihydroquinolin-7-yl]ethyl}carbamate